1-vinyl-3-(3-sulfopropyl)imidazolium hydroxide [OH-].C(=C)N1C=[N+](C=C1)CCCS(=O)(=O)O